iron-manganese phosphate lithium [Li+].P(=O)([O-])([O-])[O-].[Mn+2].[Fe+2]